4-amino-1,3-dimethylpyrazole NC=1C(=NN(C1)C)C